CC1=C2C(=CC(=C1)O2)CCCl (2-methyl-6-chloroethyl-1,4-phenylene) ether